4,5-bis(trifluoromethyl)benzene-1,2-diamine FC(C=1C=C(C(=CC1C(F)(F)F)N)N)(F)F